5-methyl-4-oxo-7-{3-[(prop-2-yn-1-yl)carbamoyl]azetidin-1-yl}-1-(1,2,4-thiadiazol-5-yl)-1,4-dihydro-1,8-naphthyridine-3-carboxylic acid CC1=C2C(C(=CN(C2=NC(=C1)N1CC(C1)C(NCC#C)=O)C1=NC=NS1)C(=O)O)=O